F[C@H]1[C@@H](CNC1)NC1=NN=C(C2=CC=CC=C12)C1=CC=C(C=C1)C(F)(F)F N-((3R,4R)-4-fluoropyrrolidin-3-yl)-4-(4-(trifluoromethyl)phenyl)phthalazin-1-amine